C1(=C(C=CC=C1)N1C(C2=CC=CC=C2C=N1)=O)C 2-(o-tolyl)phthalazin-1(2H)-one